C(C1=CC=CC=C1)O[C@]1(C2=NN=C(C=3C(=CC(=C(O[C@@H](CCCC(C1)=O)C)N3)C(F)(F)F)NC(OC(C)(C)C)=O)O2)C(F)(F)F tert-Butyl N-[(6R,12R)-6-benzyloxy-12-methyl-8-oxo-6,15-bis(trifluoromethyl)-13,19-dioxa-3,4,18-triazatricyclo[12.3.1.12,5]nonadeca-1(18),2,4,14,16-pentaen-17-yl]carbamate